OC=1C=C(CC=2NC(C3=C(N2)N(N=C3CC)C3=C(C=C(C=C3Cl)Cl)Cl)=O)C=CC1O 6-(3,4-dihydroxybenzyl)-3-ethyl-1-(2,4,6-trichlorophenyl)-1h-pyrazolo[3,4-d]pyrimidin-4(5h)-one